C(CCC(=O)O)(=O)O.CC(C(=O)O)C(C(C)=O)C(C)=O.CC(C(=O)O)C(C(C)=O)C(C)=O di(2-methyl-3-acetyl-4-oxo-pentanoic acid) 1,4-butanediate